2-(N-cyano-3,5-difluoroanilino)-5-methyl-N-[(3S)-spiro[3.3]heptan-3-yl]-thiazole-4-carboxamide C(#N)N(C1=CC(=CC(=C1)F)F)C=1SC(=C(N1)C(=O)N[C@H]1CCC12CCC2)C